FC(S(=O)(=O)O)(F)F.[NH+]1=CC=CC=C1 pyridinium trifluoromethanesulfonic acid